N-(6-((5-chloro-2-((5-ethyl-2-methoxy-4-(4-((1R,4R)-5-methyl-2,5-diazabicyclo[2.2.1]heptan-2-yl)piperidin-1-yl)phenyl)amino)pyrimidin-4-yl)amino)quinoxalin-5-yl)methanesulfonamide ClC=1C(=NC(=NC1)NC1=C(C=C(C(=C1)CC)N1CCC(CC1)N1[C@H]2CN([C@@H](C1)C2)C)OC)NC=2C(=C1N=CC=NC1=CC2)NS(=O)(=O)C